C1N(CC[C@]12CNCCC2)C2=NC=C(C(=N2)C2=CC=C(C#N)C=C2)C2=CC=C(C=C2)C |r| (±)-4-(2-{2,7-diazaspiro[4.5]decan-2-yl}-5-(4-methylphenyl)pyrimidin-4-yl)benzonitrile